1-(4-bromo-5-(2,4-difluorophenoxy)-2-nitrophenyl)-1H-pyrazole BrC1=CC(=C(C=C1OC1=C(C=C(C=C1)F)F)N1N=CC=C1)[N+](=O)[O-]